CC1([C@@](C1)(C1=CC=CC=C1)CNS(=O)(=O)C=1C=NC(=CC1)OC(C)C)C (S)-N-((2,2-dimethyl-1-phenylcyclopropyl)methyl)-6-isopropoxypyridine-3-sulfonamide